4-methyl-7-(1-(methylsulfonyl)-1H-1,2,3-triazole-4-yl)-2H-chromen-2-one CC1=CC(OC2=CC(=CC=C12)C=1N=NN(C1)S(=O)(=O)C)=O